(6-chloro-2-oxo-4-phenyl-1,2-dihydroquinolin-3-yl)acetic acid ClC=1C=C2C(=C(C(NC2=CC1)=O)CC(=O)O)C1=CC=CC=C1